diphenyl-tetramethyl-disilazane C1(=CC=CC=C1)[SiH](N([Si](C)(C)C)C)C1=CC=CC=C1